1,6-bis-trimethoxysilylhexane CO[Si](CCCCCC[Si](OC)(OC)OC)(OC)OC